5-[5-[(4,4-difluoro-1-piperidinyl)methyl]-2-thienyl]-[1,2,4]triazol FC1(CCN(CC1)CC1=CC=C(S1)C1=NC=NN1)F